C(CCC)[Si](C=1C=C(C=CC1)P(N(P(C1=CC(=CC=C1)[Si](CCCC)(CCCC)CCCC)C1=C(C=CC=C1)OC)C1CCCCC1)C1=CC(=CC=C1)[Si](CCCC)(CCCC)CCCC)(CCCC)CCCC N-(bis(3-(tributylsilyl)phenyl)phosphaneyl)-N-cyclohexyl-1-(2-methoxyphenyl)-1-(3-(tributylsilyl)phenyl)phosphanamine